C(C1=CC=CC=C1)OC1=CC(=C(C#N)C=C1OC=1C(=C2C=CNC2=C(C1F)F)SC)F 4-Benzyloxy-5-[(6,7-difluoro-4-methylsulfanyl-1H-indol-5-yl)oxy]-2-fluoro-benzonitrile